7-(2-methoxy-3,5-dimethylpyridin-4-yl)-1-(tetrahydrofuran-3-yl)-1H-pyrazolo[4,3-c]quinolin-4(5H)-one COC1=NC=C(C(=C1C)C=1C=CC=2C3=C(C(NC2C1)=O)C=NN3C3COCC3)C